FC1=C(C(=CC(=C1)C#CC1=CC=CC=C1)F)C1=NC=2N(C1C=1N=CN(C1)C)C1(C(N2)=O)CC1 [2,6-difluoro-4-(2-phenylethynyl)phenyl]-3'-(1-methylimidazol-4-yl)spiro[cyclopropane-1,5'-imidazo[1,2-a]imidazol]-6'-one